O1C=NC2=C1C=CC(=C2)C(CC2=NC(=NC(=N2)Cl)N[C@@H](CO)CC(C)C)C (2R)-2-((4-(2-(benzo[d]oxazol-5-yl)propyl)-6-chloro-1,3,5-triazin-2-yl)amino)-4-methylpentan-1-ol